C(C)OC(C(=C)C)=O.N(C(=O)N)C=1NC=CC(N1)=O 2-ureido-4[1H]-pyrimidone ethyl-methacrylate